tert-butyl 4-[3-[3-(2,4-dioxohexahydropyrimidin-1-yl)imidazo[1,2-a]pyridin-7-yl] prop-2-ynoxy]piperidine-1-carboxylate O=C1N(CCC(N1)=O)C1=CN=C2N1C=CC(=C2)C#CCOC2CCN(CC2)C(=O)OC(C)(C)C